(9H-fluoren-9-yl)methyl (2-(4-(4-(3-(2,4-bis(benzyloxy)-5-isopropylphenyl)-5-(ethylcarbamoyl)-4H-1,2,4-triazol-4-yl)benzyl)piperidin-1-yl)-2-oxoethyl)carbamate C(C1=CC=CC=C1)OC1=C(C=C(C(=C1)OCC1=CC=CC=C1)C(C)C)C1=NN=C(N1C1=CC=C(CC2CCN(CC2)C(CNC(OCC2C3=CC=CC=C3C=3C=CC=CC23)=O)=O)C=C1)C(NCC)=O